3-(((7-(1H-pyrazol-4-yl)-2,3-dihydrofuro[3,2-c]pyridin-4-yl)amino)methyl)-N-(2-(1-(oxetan-3-yl)piperidin-4-yl)ethyl)benzamide N1N=CC(=C1)C=1C2=C(C(=NC1)NCC=1C=C(C(=O)NCCC3CCN(CC3)C3COC3)C=CC1)CCO2